2-((4-(3-((4-methyl-4H-1,2,4-triazol-3-yl)methyl)oxetan-3-yl)-6-(1-oxo-4-(trifluoromethyl)isoindolin-2-yl)pyridin-2-yl)amino)acetamide CN1C(=NN=C1)CC1(COC1)C1=CC(=NC(=C1)N1C(C2=CC=CC(=C2C1)C(F)(F)F)=O)NCC(=O)N